Benzyl 2-ethylhexyl adipate C(CCCCC(=O)OCC(CCCC)CC)(=O)OCC1=CC=CC=C1